O[13C@@H]([13C](=O)N1CC2(CC2)C[C@H]1C(=O)N[C@@H](C[C@H]1C(NCC1)=O)C(COC(F)(F)F)=O)[13CH2][13CH]([13CH3])[13CH3] (S)-5-((R)-2-hydroxy-4-(methyl-13C)pentanoyl-1,2,3,4,5-13C5)-N-((S)-3-oxo-1-((S)-2-oxopyrrolidin-3-yl)-4-(trifluoromethoxy)butan-2-yl)-5-azaspiro[2.4]heptane-6-carboxamide